C1(CCCC1)O[C@@H](CC=1SC=2C(N1)=C(C=CC2)C(=O)O)[C@H](O)C2=CC(=C(C(=C2)OC)C)OC 2-((2S,3R)-2-(cyclopentyloxy)-3-(3,5-dimethoxy-4-methylphenyl)-3-hydroxypropyl)benzo[d]thiazole-4-carboxylic acid